OC(CN(C(OC(C)(C)C)=O)C(C)C1=CC=CC=C1)C=1C=NN(C1)C tert-butyl N-[2-hydroxy-2-(1-methylpyrazol-4-yl)ethyl]-N-(1-phenylethyl)carbamate